4-methyl-2H-benzo[b][1,4]oxazin-3(4H)-one CN1C2=C(OCC1=O)C=CC=C2